(S)-2-(7-(tert-butoxycarbonyl)-1-oxo-2,7-diazaspiro[3.5]nonan-2-yl)pentanedioic acid C(C)(C)(C)OC(=O)N1CCC2(CN(C2=O)[C@H](C(=O)O)CCC(=O)O)CC1